5-CHLORO-2-PROPOXYPYRIDINE-3-BORONIC ACID ClC=1C=C(C(=NC1)OCCC)B(O)O